(Z)-octadec-9-enoic acid C(CCCCCCC\C=C/CCCCCCCC)(=O)O